ClC1=NC=NC2=CC(=C(C=C12)OCCCN1CCOCC1)OC 4-chloro-7-methoxy-6-(3-morpholinylpropoxy)quinazoline